6-((6-methoxypyridin-3-yl)methyl)-3,6-diazepine COC1=CC=C(C=N1)CN1C=CN=CC=C1